BrC(C(=O)C1=C(C=CC=C1)Cl)C 2-bromo-1-(2-chlorophenyl)propan-1-one